2-[5-(2-hydroxy-2-methylpropoxy)pyrazin-2-yl]-4-[2-(2,2,2-trifluoroethoxy)phenyl]-2,3-dihydro-1H-pyrrolo[3,4-c]pyridin-1-one OC(COC=1N=CC(=NC1)N1CC=2C(=NC=CC2C1=O)C1=C(C=CC=C1)OCC(F)(F)F)(C)C